((1-(((3-((4-chlorobenzyl)carbamoyl)-1-methyl-2-oxo-1,2-dihydropyrido[2,3-d]pyridazin-8-yl)oxy)methyl)cyclopropyl)sulfonyl)glycine ClC1=CC=C(CNC(=O)C2=CC=3C(=C(N=NC3)OCC3(CC3)S(=O)(=O)NCC(=O)O)N(C2=O)C)C=C1